α-[[(1-Methyl-3-azetidinyl)amino]methyl]-2-pyridinemethanol CN1CC(C1)NCC(O)C1=NC=CC=C1